C(C)(C)(C)N(C(=O)OCC=1C(=CC2=C(N=C(O2)N2CCOCC2)C1)N)C1=C2N=CN(C2=NC=N1)CC1=C(C(=CC=C1OCCC[C@H](C(=O)NN)NC(=O)OC(C)(C)C)Cl)Cl (6-amino-2-morpholinylbenzo[d]oxazol-5-yl)methanol tert-butyl-(R)-(9-(6-((4-((tert-butoxycarbonyl)amino)-5-hydrazinyl-5-oxopentyl)oxy)-2,3-dichlorobenzyl)-9H-purin-6-yl)carbamate